5,6-difluoro-1-dicyanomethylidene-3-indanone FC=1C=C2C(CC(C2=CC1F)=C(C#N)C#N)=O